3-(4-bromophenyl)-2,2-difluoro-propan-1-ol BrC1=CC=C(C=C1)CC(CO)(F)F